2,6-dichloro-3-methylphenol ClC1=C(C(=CC=C1C)Cl)O